4-HydroxyPhenyl-Acetic Acid OC1=CC=C(C=C1)CC(=O)O